1-pyridazin-3-yl-N-[3-[6-(trifluoromethyl)-1H-benzo[d]imidazol-2-yl]phenyl]piperidin-4-amine N1=NC(=CC=C1)N1CCC(CC1)NC1=CC(=CC=C1)C1=NC2=C(N1)C=C(C=C2)C(F)(F)F